ClC1=CC=C(CN2C3(CN(C3)C=3C=NC=C(C3)F)C(N(CC2=O)C(C)C)=O)C=C1 5-(4-chlorobenzyl)-2-(5-fluoropyridin-3-yl)-8-isopropyl-2,5,8-triazaspiro[3.5]nonane-6,9-dione